O1C(CCC1)ON=C(C)C1=CC=C(C=C1)Cl p-chloroacetophenone-O-2-tetrahydrofuranyl oxime